(3S)-11-(2,4-difluorophenyl)-3-methoxy-10-(trifluoromethyl)-3,4-dihydro-2H,6H-[1,4]thiazepino[2,3,4-ij]quinazoline-6,8(7H)-dione FC1=C(C=CC(=C1)F)C1=C(C=C2C(NC(N3C2=C1SC[C@H](C3)OC)=O)=O)C(F)(F)F